N-((2-(3-chloro-6-((cis)-2,6-dimethylmorpholino)pyridin-2-yl)-1,6-naphthyridin-7-yl)methyl)-4-methyl-3-(methylsulfonyl)benzamide ClC=1C(=NC(=CC1)N1C[C@@H](O[C@@H](C1)C)C)C1=NC2=CC(=NC=C2C=C1)CNC(C1=CC(=C(C=C1)C)S(=O)(=O)C)=O